N-(5-((5-chloro-4-(7-methyl-1H-indol-3-yl)pyrimidin-2-yl)amino)-2-((2-(dimethylamino)ethyl)(methyl)amino)phenyl)acetamide ClC=1C(=NC(=NC1)NC=1C=CC(=C(C1)NC(C)=O)N(C)CCN(C)C)C1=CNC2=C(C=CC=C12)C